3-(2-(3-((4,5-dihydro-1H-imidazol-2-yl)amino)benzoylamino)acetylamino)propanoic acid N1C(=NCC1)NC=1C=C(C(=O)NCC(=O)NCCC(=O)O)C=CC1